BrC1=CC=C2C(N(C3(C2=C1)CCC3)C)=O 6'-bromo-2'-methyl-spiro[cyclobutane-1,1'-Isoindoline]-3'-one